O=S1(CC2(CN(C2)C2=NC=C(C=C2C#N)B2OC(C(O2)(C)C)(C)C)CCC1)=O 2-(6,6-dioxo-6λ6-thia-2-azaspiro[3.5]nonan-2-yl)-5-(4,4,5,5-tetramethyl-1,3,2-dioxaborolan-2-yl)pyridine-3-carbonitrile